bromo(nonyl)magnesium Br[Mg]CCCCCCCCC